(3R,4S)-3-(2-hydroxypropan-2-yl)-4-methoxypyrrolidin OC(C)(C)[C@@H]1CNC[C@H]1OC